4-(2-methylpyridin-4-yl)-6-(6-(trifluoromethyl)pyridin-2-yl)-N-(2-(trifluoromethyl)pyridin-4-yl)-1,3,5-triazin-2-amine CC1=NC=CC(=C1)C1=NC(=NC(=N1)C1=NC(=CC=C1)C(F)(F)F)NC1=CC(=NC=C1)C(F)(F)F